C(C=C)(=O)N1CC2(C1)CN(CC2)C2=NC(=NC(=C2C#N)C=2C(=CC=C1C=NN(C21)C)C)OCC2=NC(=CC=C2)C 4-(2-acryloyl-2,6-diazaspiro[3.4]octan-6-yl)-6-(1,6-dimethyl-1H-indazol-7-yl)-2-((6-methylpyridin-2-yl)methoxy)pyrimidine-5-carbonitrile